FC1=CC=C(CC2=CC3=C(OC[C@@H](N3C(CN3C[C@H](N(C[C@@H]3CN3[C@@H](COCC3)C)C(=O)OC(C)(C)C)C)=O)C3=CC=CC=C3)N=C2)C=C1 tert-butyl (2R,5S)-4-(2-((S)-7-(4-fluorobenzyl)-2-phenyl-2,3-dihydro-1H-pyrido[2,3-b][1,4]oxazin-1-yl)-2-oxoethyl)-2-methyl-5-(((R)-3-methylmorpholino)methyl)piperazine-1-carboxylate